Cl.C(C)S(=O)(=O)C=1C=C2CNC(C2=CC1)C(=O)O 5-(Ethylsulfonyl)isoindoline-1-carboxylic Acid, Hydrochloride Salt